(S)-2-(4-(2-((4-cyano-2-fluorobenzyl)oxy)pyrimidin-4-yl)-2,5-difluorobenzyl)-1-(oxetan-2-ylmethyl)-1H-benzo[d]imidazole-6-carboxylic acid methyl ester COC(=O)C=1C=CC2=C(N(C(=N2)CC2=C(C=C(C(=C2)F)C2=NC(=NC=C2)OCC2=C(C=C(C=C2)C#N)F)F)C[C@H]2OCC2)C1